(E)-3-(3,4-Dimethoxyphenyl)-1-(4-hydroxy-2-methoxyphenyl)prop-2-en-1-one COC=1C=C(C=CC1OC)/C=C/C(=O)C1=C(C=C(C=C1)O)OC